CN(C(/C=C/CC[C@H](C(=O)NC=1C(N(C=CC1)CC1=NC2=C(N1)C(=CC(=C2)F)CC(C)(C)C)=O)CN(C([O-])=O)C)=O)C (S,E)-7-(Dimethylamino)-1-((1-((5-fluoro-7-neopentyl-1H-benzo[d]imidazol-2-yl)methyl)-2-oxo-1,2-dihydropyridin-3-yl)amino)-1,7-dioxohept-5-en-2-yl-dimethylcarbamat